C(=O)O.COC1=CC2=C3CCCCC3=C(N=C2C=C1OCCCN1CCCC1)NC 2-methoxy-N-methyl-3-[3-(pyrrolidin-1-yl)propoxy]-7,8,9,10-tetrahydrophenanthridin-6-amine formate